BrCC1=NC=CC=C1O 2-bromomethyl-3-hydroxypyridine